Thiocyanatopropyltrimethoxysilane S(C#N)CCC[Si](OC)(OC)OC